(1R)-N-[2-({4-[N-(3-cyano-4-fluorophenyl)-N'-hydroxycarbamimidoyl]-1,2,5-oxadiazol-3-yl}sulfanyl)ethyl]-2,2-difluorocyclopropanecarboxamide C(#N)C=1C=C(C=CC1F)NC(=NO)C=1C(=NON1)SCCNC(=O)[C@@H]1C(C1)(F)F